FC1=C(C#N)C(=CC=C1)C1=CC=CC2=C1NC(=NS2(=O)=O)NC 2-fluoro-6-(3-(methylamino)-1,1-dioxo-4H-benzo[e][1,2,4]thiadiazin-5-yl)benzonitrile